O1C2=CC=C1C(=O)OC1(C(C=CC=C1)(C)OC2=O)C 1,2-dimethylphenylene 2,5-furandicarboxylate